C(C)OCCOC(CC#N)=O 2-ethoxyethylcyanoacetate